2-(3-nitrophenyl)ethanethioamide [N+](=O)([O-])C=1C=C(C=CC1)CC(N)=S